methyl-2,5-dimethylthiophene CC1=C(SC(=C1)C)C